N-propyl-N-(2-hydroxyethyl)perfluorooctylsulfonamide C(CC)N(S(=O)(=O)C(C(C(C(C(C(C(C(F)(F)F)(F)F)(F)F)(F)F)(F)F)(F)F)(F)F)(F)F)CCO